4-(methoxymethyl)bromobenzene COCC1=CC=C(C=C1)Br